COC1=C(C=CC(=C1)OC)C(CC1([Se]CCCC1)C1=CC=CC=C1)C1=CC=CC=C1 (2-(2,4-dimethoxyphenyl)-2-phenylethyl)(phenyl)selenane